ClC1=C(C(=CC=C1F)Cl)C(C)OC=1C(=NC=C(C1)C1=C(C=CC=C1)OC)N 3-[1-(2,6-dichloro-3-fluoro-phenyl)-ethoxy]-5-(2-methoxy-phenyl)-pyridin-2-ylamine